ClC=1C=C(C=CC1F)NC(N(C)[C@H]1COCC=2N=C(C=3C=C(C(=CC3C21)F)F)NCCO)=O (R)-3-(3-chloro-4-fluorophenyl)-1-(8,9-difluoro-6-((2-hydroxyethyl)amino)-1,4-dihydro-2H-pyrano[3,4-c]isoquinolin-1-yl)-1-methylurea